1,3,5,7-tetrasilonane [SiH2]1C[SiH2]C[SiH2]C[SiH2]CC1